3-methyl-5-((2-(pyrrolidin-1-yl)ethyl)amino)pyrazine-2-carboxylic acid CC=1C(=NC=C(N1)NCCN1CCCC1)C(=O)O